ClC=1C=C(C=2N(N1)C(=C(N2)C2CC2)F)N2CC(C(C2)(C)C)(F)F 6-chloro-2-cyclopropyl-8-(3,3-difluoro-4,4-dimethylpyrrolidin-1-yl)-3-fluoroimidazo[1,2-b]pyridazine